BrC1=CC2=C(N=C(N=C2N[C@H](C)C2=CC(=NC=C2)C(F)(F)F)C)C=N1 6-bromo-2-methyl-N-{(1R)-1-[2-(trifluoromethyl)pyridin-4-yl]ethyl}pyrido[3,4-d]pyrimidin-4-amine